N(C(=N)N)CCCCCCCCCCCCCCC(CC(=O)O)O 17-Guanidino-3-hydroxyheptadecanoic acid